octyl-L-arabinonamide C(CCCCCCC)[C@@](C(=O)N)(O)[C@@H](O)[C@@H](O)CO